Cl.FC1=CC(=C(C=C1)C1=NN(CC1C)C(N)=N)O 3-(4-fluoro-2-hydroxyphenyl)-4-methyl-4,5-dihydro-1H-pyrazole-1-carboximidamide hydrochloride